3-(3-ethyl-6-{[(1-methylpiperidin-4-yl)amino]methyl}-1H-indol-2-yl)prop-2-yn C(C)C1=C(NC2=CC(=CC=C12)CNC1CCN(CC1)C)C#CC